O=C1C[C@H](N(C1)C(=O)OC(C)(C)C)C(=O)OC(C)(C)C di-tert-Butyl (2S,3R)-4-oxopyrrolidine-1,2-dicarboxylate